C(=O)(C=C)C(=CC1=CC=CC=C1)C=CC#N acrylstyreneacrylonitrile